FC(C(CN1N=CC=2C1=NC(=CC2)N)(C)C)(F)F 1-(3,3,3-trifluoro-2,2-dimethylpropyl)-1H-pyrazolo[3,4-b]pyridin-6-amine